C(#N)C1=C(C=CC(=C1)C(F)(F)F)N1CCC(CC1)(C(=O)NC1CC(C1)N(C)C)C=1C=NC(=CC1)C=1N(C=CC1)C 1-[2-cyano-4-(trifluoromethyl)phenyl]-4-[6-(1-methyl-1H-pyrrol-2-yl)pyridin-3-yl]-N-[(1s,3s)-3-(dimethylamino)cyclobutyl]piperidine-4-carboxamide